2-(((1-(4-(dimethylamino)-4-methylpent-2-ynoyl)azetidin-3-yl)oxy)methyl)-3-methylbutanoic acid CN(C(C#CC(=O)N1CC(C1)OCC(C(=O)O)C(C)C)(C)C)C